4-(4-methoxybenzyl)-3,3-dioxido-1,3,4-oxathiazinan COC1=CC=C(CN2S(COCC2)(=O)=O)C=C1